CC(=CC(O)C1=C(C=C(C=C1)F)C#CC1=CC=CC=C1)C 3-methyl-1-(4-fluoro-2-(phenylethynyl)phenyl)but-2-en-1-ol